3-(2-Furyl)-L-alanine O1C(=CC=C1)C[C@H](N)C(=O)O